3-[2-methyl-2-(morpholin-4-yl)propoxy]pyridine-4-carbonitrile CC(COC=1C=NC=CC1C#N)(C)N1CCOCC1